NCC(C(=O)NC=1C=CC=C2C(=CNC12)C=1C=NNC1)C1CCCCC1 3-amino-2-cyclohexyl-N-[3-(1H-pyrazol-4-yl)-1H-indol-7-yl]propionamide